(2R,4S)-N-((S)-1-(((3-chloro-1-methyl-1H-pyrrolo[2,3-b]pyridin-5-yl)methyl)amino)-1-oxopropan-2-yl)-4-(3-chloro-4-fluorobenzyl)pyrrolidine-2-carboxamide trifluoroacetate salt FC(C(=O)O)(F)F.ClC1=CN(C2=NC=C(C=C21)CNC([C@H](C)NC(=O)[C@@H]2NC[C@H](C2)CC2=CC(=C(C=C2)F)Cl)=O)C